(Z)-3-((2-(4-(N-(2-(Dinonylamino)ethyl)-N-nonylglycyl)piperazin-1-yl)-2-oxoethyl)(tetradec-9-en-1-yl)amino)propyl decanoate (Z)-Tetradec-9-en-1-ylmethanesulfonate C(CCCCCCC\C=C/CCCC)CS(=O)(=O)O.C(CCCCCCCCC)(=O)OCCCN(CCCCCCCC\C=C/CCCC)CC(=O)N1CCN(CC1)C(CN(CCCCCCCCC)CCN(CCCCCCCCC)CCCCCCCCC)=O